COC1=NC=CC=C1C=1N=NN(C1)C1=CC=C2CN(C(C2=C1)=O)C1C(NC(CC1)=O)=O 3-(6-(4-(2-methoxypyridin-3-yl)-1H-1,2,3-triazol-1-yl)-1-oxoisoindolin-2-yl)piperidine-2,6-dione